2-((4-((2-(2-(1,1-difluoroethyl)-4-fluorophenyl)-6-(tetrahydro-2H-pyran-2-yl)-6H-thieno[2,3-e]indazol-3-yl)oxy)phenyl)sulfonyl)ethan-1-ol FC(C)(F)C1=C(C=CC(=C1)F)C1=C(C=2C(=C3C=NN(C3=CC2)C2OCCCC2)S1)OC1=CC=C(C=C1)S(=O)(=O)CCO